3-n-octyl-urea C(CCCCCCC)NC(N)=O